7-(2-fluoro-4-nitrophenyl)-4-methyl-4,7-diazaspiro[2.5]octane FC1=C(C=CC(=C1)[N+](=O)[O-])N1CCN(C2(CC2)C1)C